8-[(5S)-5-aminocyclohexen-1-yl]-7-fluoro-1,2,3,4-tetrahydrocyclopenta[b]indole-5-carboxamide N[C@H]1CCC=C(C1)C1=C2C3=C(NC2=C(C=C1F)C(=O)N)CCC3